m-phenylenebis(4-methyl-2-oxazoline) C1(=CC(=CC=C1)C=1OCC(N1)C)C=1OCC(N1)C